3-fluoro-7-isocyanato-2,4,5,6-tetrahydro-1H-cyclobuta[f]indene FC1=C2C(=C(C=3CCCC13)N=C=O)CC2